(S)-2'-chloro-4-(3-(5-(trifluoromethyl)pyridin-2-yloxy)pyrrolidin-1-yl)biphenyl-3-carboxamide ClC1=C(C=CC=C1)C1=CC(=C(C=C1)N1C[C@H](CC1)OC1=NC=C(C=C1)C(F)(F)F)C(=O)N